(1R,2R)-2-(3-chlorophenyl)cyclopropane-1-carboxylic acid ClC=1C=C(C=CC1)[C@H]1[C@@H](C1)C(=O)O